COS(=O)(=O)C1=C(C=C(C=C1)C)C1CN(CC1)C1=CC=C(C=2NC=NC21)C(NC2C(NC(CC2)=O)=O)=O (1-(7-((2,6-dioxopiperidin-3-yl)carbamoyl)-1H-benzo[d]imidazol-4-yl)pyrrolidin-3-yl)4-methylbenzenesulfonic acid methyl ester